5-((((2'-(2-chloro-3-((3-fluoro-4-((((5-oxopyrrolidin-2-yl)methyl)amino)methyl)pyridin-2-yl)amino)phenyl)-6-methoxy-3'-methyl-[2,4'-bipyridin]-5-yl)methyl)amino)methyl)pyrrolidin-2-one ClC1=C(C=CC=C1NC1=NC=CC(=C1F)CNCC1NC(CC1)=O)C1=NC=CC(=C1C)C1=NC(=C(C=C1)CNCC1CCC(N1)=O)OC